(S)-N-(6-(5-ethylisoxazol-3-yl)-2,3-dihydrobenzofuran-3-yl)-4-methyloxazole-5-carboxamide C(C)C1=CC(=NO1)C1=CC2=C([C@@H](CO2)NC(=O)C2=C(N=CO2)C)C=C1